ethyl (E)-3-(5-methylfuran-2-yl)acrylate CC1=CC=C(O1)/C=C/C(=O)OCC